tert-butyl 7-bromo-3-(isoquinolin-4-yl)-2,4-dioxo-3,4-dihydroquinazoline-1(2H)-carboxylate BrC1=CC=C2C(N(C(N(C2=C1)C(=O)OC(C)(C)C)=O)C1=CN=CC2=CC=CC=C12)=O